CC1=CC(=CC2=C1C(C(O2)=O)=O)C 4,6-dimethyl-benzofuran-2,3-dione